C1=CC(=CC=C1[N+](=O)[O-])O[C@@H]2[C@@H]([C@H]([C@H]([C@H](O2)CO)O)O)O The molecule is an alpha-D-galactopyranoside having a 4-nitrophenyl substituent at the anomeric position. It is an alpha-D-galactoside and a monosaccharide derivative.